C(C)(C)(C)OC(=O)N1CCN(CC1)C=1C(=NC(=CC1)N)C 4-(6-amino-2-methylpyridin-3-yl)piperazine-1-carboxylic acid tert-butyl ester